FC(OC=1C=2N(C=CC1)N=C(C2)[C@@H]2N(CCC1=C2N=CN1)C(=O)C=1OC(=NN1)C=1C=NN(C1)C(F)(F)F)F (R)-(4-(4-(difluoromethoxy)pyrazolo[1,5-a]pyridin-2-yl)-6,7-dihydro-1H-imidazo[4,5-c]pyridin-5(4H)-yl)(5-(1-(trifluoromethyl)-1H-pyrazol-4-yl)-1,3,4-oxadiazol-2-yl)methanone